ethyl (6R)-2-(2-((1-(1H-1,2,3-triazol-4-yl)ethyl)amino)ethyl)-5-(4-chloro-3-cyanobenzoyl)-6-methyl-4,5,6,7-tetrahydro-2H-pyrazolo[4,3-c]pyridine-3-carboxylate N1N=NC(=C1)C(C)NCCN1N=C2C(CN([C@@H](C2)C)C(C2=CC(=C(C=C2)Cl)C#N)=O)=C1C(=O)OCC